P(=O)(O)(O)O.CN1C=2N(C=3C(C1=O)=C(N(N3)CC3=CC=C(C=C3)C3=NC(=CC=C3)F)NC3=CC=CC=C3)[C@@H]3[C@H](N2)CCC3 (6aR,9aS)-5,6a,7,8,9,9a-hexahydro-5-methyl-3-(phenylamino)-2-((4-(6-fluoropyridin-2-yl)phenyl)methyl)-cyclopent[4,5]imidazo[1,2-a]pyrazolo[4,3-e]pyrimidin-4(2H)-one mono-phosphate salt